1-[(2R,6S)-6-[[bis(4-methoxyphenyl)-phenyl-methoxy]methyl]-4-methyl-6-(triisopropyl-siloxymethyl)morpholin-2-yl]-5-methyl-pyrimidine-2,4-dione COC1=CC=C(C=C1)C(OC[C@]1(O[C@H](CN(C1)C)N1C(NC(C(=C1)C)=O)=O)CO[Si](C(C)C)(C(C)C)C(C)C)(C1=CC=CC=C1)C1=CC=C(C=C1)OC